1-methyl-3-(triethylsilyl)-1H-indole CN1C=C(C2=CC=CC=C12)[Si](CC)(CC)CC